2-(3-(2,3-difluorophenyl)-5-(2-methoxyethyl)thiophen-2-yl)benzoic acid FC1=C(C=CC=C1F)C1=C(SC(=C1)CCOC)C1=C(C(=O)O)C=CC=C1